C(C1=CC=CC=C1)OC1=CC=CC(=N1)C1=CCC(CC1)CC1=NC=2C(=NC(=CC2)C(=O)O)N1C[C@H]1OCC1 2-((4-(6-(benzyloxy)pyridin-2-yl)cyclohex-3-en-1-yl)methyl)-3-(((S)-oxetan-2-yl)methyl)-3H-imidazo[4,5-b]pyridine-5-carboxylic acid